1-(2-(3,4-dimethylphenyl)-4-(3-methylbenzyl)-3,5-dioxo-2,3,4,5-tetrahydro-1,2,4-triazine-6-carbonyl)piperidine-3-carboxylic acid ethyl ester C(C)OC(=O)C1CN(CCC1)C(=O)C=1C(N(C(N(N1)C1=CC(=C(C=C1)C)C)=O)CC1=CC(=CC=C1)C)=O